(S)-N-(2-Methoxy-5-(4-(trifluoromethyl)phenoxy)phenyl)-1,2-dimethyl-5-oxo-pyrrolidine-2-carboxamide COC1=C(C=C(C=C1)OC1=CC=C(C=C1)C(F)(F)F)NC(=O)[C@]1(N(C(CC1)=O)C)C